N-(3-hydroxybutyl)methacrylamide ethyl-3-(3-bromophenyl)-3-hydroxy-propionate C(C)OC(CC(O)C1=CC(=CC=C1)Br)=O.OC(CCNC(C(=C)C)=O)C